C1(CC1)C#CC1=CC(=C(COC=2C=CC(=C(C2)C=2CCN(CC2)CC2=NC3=C(N2C[C@H]2OCC2)C=C(C=C3)C(=O)O)F)C=C1)F (S)-2-((4-(5-((4-(cyclopropylethynyl)-2-fluorobenzyl)oxy)-2-fluorophenyl)-3,6-dihydropyridin-1(2H)-yl)methyl)-1-(oxetan-2-ylmethyl)-1H-benzo[d]imidazole-6-carboxylic acid